2-(4-((3-(4-methylthiophenyl)-2-oxoimidazolin-1-yl)methyl)-2,6-dimethylphenoxy)-2-methylpropionic acid ethyl ester C(C)OC(C(C)(C)OC1=C(C=C(C=C1C)CN1C(N(CC1)C=1SC=C(C1)C)=O)C)=O